FC1(C(C1)C1=CC=CC(=N1)C(=O)NC=1C(=C(C=2N(C1)C=C(N2)C2CCN(CC2)CC2(CN(C2)C(=O)OC(C)(C)C)O)F)C(C)(C)O)F tert-butyl 3-((4-(6-(6-(2,2-difluorocyclopropyl)pyridinecarboxamido)-8-fluoro-7-(2-hydroxypropan-2-yl)imidazo(1,2-a)pyridin-2-yl)piperidin-1-yl)methyl)-3-hydroxyazetidine-1-carboxylate